C(C)(C)(C)OC(NC1CCN(CC1)S(=O)(=O)C1=C(C(=CC=C1)C=O)C(F)(F)F)=O (1-((3-formyl-2-(trifluoromethyl)phenyl)sulfonyl)piperidin-4-yl)carbamic acid tert-butyl ester